N-(3,5-difluorobenzyl)-4-(5-oxo-3-(2,4,5-trifluorobenzyl)-4,5-dihydro-1H-pyrazol-1-yl)benzamide FC=1C=C(CNC(C2=CC=C(C=C2)N2N=C(CC2=O)CC2=C(C=C(C(=C2)F)F)F)=O)C=C(C1)F